FC=1C=C2C=CCC(C2=CC1)(C)C 6-fluoro-1,1-dimethyl-1,2-dihydronaphthalene